N-(5-((1s,3s)-3-(4-(trifluoromethyl)phenyl)cyclobutoxy)-1H-indol-3-yl)spiro[2.2]pentane-1-carboxamide FC(C1=CC=C(C=C1)C1CC(C1)OC=1C=C2C(=CNC2=CC1)NC(=O)C1CC12CC2)(F)F